N-((1s,4r)-4-methylcyclohexyl)-N-((3s,5s)-5-(morpholine-4-carbonyl)pyrrolidin-3-yl)isobutyramide hydrochloride Cl.CC1CCC(CC1)N(C(C(C)C)=O)[C@@H]1CN[C@@H](C1)C(=O)N1CCOCC1